4-(benzyloxy)-1-methylpyrrolidin C(C1=CC=CC=C1)OC1CCN(C1)C